C(C)(=O)OC1(C)CCC(C(=C)C)CC1 β-terpineol acetate